ethyl-N-phenyl-8-vinyl-[1,2,4]triazolo[4,3-a]quinazolin-5-amine C(C)C1=NN=C2N1C1=CC(=CC=C1C(=N2)NC2=CC=CC=C2)C=C